NC1=C(C=2C(=NN(C2C(F)(F)F)CCF)N1C1=C(C(=CC=C1C)OCC1=CC=CC=C1)C)C#N 5-amino-6-(3-(benzyloxy)-2,6-dimethylphenyl)-2-(2-fluoroethyl)-3-(trifluoromethyl)-2,6-dihydropyrrolo[2,3-c]pyrazole-4-carbonitrile